ClC=1C=C(C=CC1)C1=NOC(=N1)C=1C=CC(N(N1)CC1=CN=C(S1)C=1C=NC=CC1)=O 6-(3-(3-chlorophenyl)-1,2,4-oxadiazol-5-yl)-2-((2-(pyridin-3-yl)thiazol-5-yl)methyl)pyridazin-3(2H)-one